2-((S)-3-((tert-butoxycarbonyl)amino)piperidin-1-yl)thiazole C(C)(C)(C)OC(=O)N[C@@H]1CN(CCC1)C=1SC=CN1